C(C)N1C(NC2=CC(=CC=C2C1=S)CN1CCN(CC1)C=1C(=NC(=CC1)N1N=CC=C1)C)=O 3-ethyl-7-((4-(2-methyl-6-(1H-pyrazol-1-yl)pyridin-3-yl)piperazin-1-yl)methyl)-4-thioxo-3,4-dihydroquinazolin-2(1H)-one